3-(5-(1-Methyl-2-((1r,4r)-4-methylcyclohexyl)-1H-imidazol-4-yl)-1-oxoisoindolin-2-yl)piperidine-2,6-dione CN1C(=NC(=C1)C=1C=C2CN(C(C2=CC1)=O)C1C(NC(CC1)=O)=O)C1CCC(CC1)C